BrC1=NC=CC=C1OC=1C(N(C(C1)=O)CC1CCOCC1)=O 3-((2-bromopyridin-3-yl)oxy)-1-((tetrahydro-2H-pyran-4-yl)methyl)-1H-pyrrole-2,5-dione